3α,6β,7β,12β-Tetrahydroxy-5β-cholan O[C@H]1C[C@H]2[C@@H]([C@@H]([C@H]3[C@@H]4CC[C@H]([C@@H](CCC)C)[C@]4([C@@H](C[C@@H]3[C@]2(CC1)C)O)C)O)O